COC1=NC=NC(=C1)C[C@@H]1CNCC1 (R)-4-methoxy-6-(pyrrolidin-3-ylmethyl)pyrimidine